(R,S)-propyl 3,4-dimethylcyclohexanecarboxylate C[C@H]1C[C@@H](CCC1C)C(=O)OCCC